C(C)(C)(C)C1=CC=C(OCC2=NNC(O2)=S)C=C1 5-[(4-tert-butylphenoxy)methyl]-1,3,4-oxadiazole-2(3H)-thione